(R)-2-((1-(2-cyano-3-(1-(4-cyano-phenyl)-1H-imidazol-4-yl)-7-methyl-quinoxalin-5-yl)ethyl)amino)benzoic acid C(#N)C1=NC2=CC(=CC(=C2N=C1C=1N=CN(C1)C1=CC=C(C=C1)C#N)[C@@H](C)NC1=C(C(=O)O)C=CC=C1)C